(R)-N-(6-fluoropyridin-2-yl)-N-(4-methoxybenzyl)-5-methyl-6-(methyl-(1-(1-phenylethyl)piperidin-4-yl)amino)pyridine-3-sulfonamide FC1=CC=CC(=N1)N(S(=O)(=O)C=1C=NC(=C(C1)C)N(C1CCN(CC1)[C@H](C)C1=CC=CC=C1)C)CC1=CC=C(C=C1)OC